CC=1N=C2N(N=C(C=C2C)C2=NC=3C=CN(C(C3C=C2)=O)[C@@H]2CN(CC2)C(=O)OC(C)(C)C)C1 tert-butyl (3S)-3-[2-(2,8-dimethylimidazo[1,2-b]pyridazin-6-yl)-5-oxo-1,6-naphthyridin-6-yl]pyrrolidine-1-carboxylate